2-Chloro-4-((3s,5r)-4,4-difluoro-3-(2-hydroxyethyl)-5-methylpiperidin-1-yl)pyrimidine-5-carbonitrile ClC1=NC=C(C(=N1)N1C[C@@H](C([C@@H](C1)C)(F)F)CCO)C#N